cinnamic acid-N,N-diphenylamide C1(=CC=CC=C1)N(C(C=CC1=CC=CC=C1)=O)C1=CC=CC=C1